4,4''-bis{N-(2-phenyl-biphenyl-4-yl)-N-phenylamino}-1,1':4',1''-terphenyl C1(=CC=CC=C1)C1=C(C=CC(=C1)N(C1=CC=CC=C1)C1=CC=C(C=C1)C1=CC=C(C=C1)C1=CC=C(C=C1)N(C1=CC(=C(C=C1)C1=CC=CC=C1)C1=CC=CC=C1)C1=CC=CC=C1)C1=CC=CC=C1